C(C)(C)N1CCC2(C[C@@H]2C(=O)N[C@@H](CCCCCC(CC)=O)C=2OC(=CN2)C=2C(=NC3=CC=CC=C3C2)OC)CC1 (S)-6-Isopropyl-N-((S)-1-(5-(2-methoxychinolin-3-yl)oxazol-2-yl)-7-oxononyl)-6-azaspiro[2.5]octan-1-carboxamid